3-(2-(Dimethylamino)ethyl)-1H-indol-4-yl tetrahydrofuran-3-carboxylate HCl salt Cl.O1CC(CC1)C(=O)OC1=C2C(=CNC2=CC=C1)CCN(C)C